C(#N)C=1C=CC(=C(C1)C1=CC(=NC=C1C(=O)NC=1SC2=C(N1)CN(C2)C(=O)[C@H]2[C@@H](CC2)OC)C)OC 4-(5-cyano-2-methoxyphenyl)-N-(5-((1R,2R)-2-methoxycyclobutane-1-carbonyl)-5,6-dihydro-4H-pyrrolo[3,4-d]thiazol-2-yl)-6-methylnicotinamide